6-(1-methylpyrazol-4-yl)-N-[2-methyl-5-[[2-[(2S,5R)-2,4,5-trimethylpiperazin-1-yl]acetyl]amino]-3-pyridyl]triazolo[1,5-a]pyridine-3-carboxamide CN1N=CC(=C1)C=1C=CC=2N(C1)N=NC2C(=O)NC=2C(=NC=C(C2)NC(CN2[C@H](CN([C@@H](C2)C)C)C)=O)C